O1CCOC12CCC(CC2)C2=NC(=NC=C2)N2[C@H]1CN(C[C@@H]2CC1)C1=C(N=NC(=C1)C1=C(C=CC=C1)OCOC)N 4-((1R,5S)-8-(4-(1,4-dioxaspiro[4.5]decan-8-yl)pyrimidin-2-yl)-3,8-diazabicyclo[3.2.1]octan-3-yl)-6-(2-(methoxymethoxy)phenyl)pyridazin-3-amine